CC12C(CC(C=C1)C2)(C(=O)O)C(=O)O methylbicyclo(2.2.1)hept-5-ene-2,2-dicarboxylic acid